1,1-dimethylethyl {(1R)-1-[3-hydroxy-1-(phenylmethyl)azetidin-3-yl]ethyl}carbamate OC1(CN(C1)CC1=CC=CC=C1)[C@@H](C)NC(OC(C)(C)C)=O